(2S,4R)-N-(1-cyanocyclopropyl)-4-(4-(5-methyl-1H-1,2,4-triazol-1-yl)-2-(trifluoromethyl)phenylsulfonyl)-1-(1-(trifluoromethyl)cyclopropanecarbonyl)pyrrolidine-2-carboxamide C(#N)C1(CC1)NC(=O)[C@H]1N(C[C@@H](C1)S(=O)(=O)C1=C(C=C(C=C1)N1N=CN=C1C)C(F)(F)F)C(=O)C1(CC1)C(F)(F)F